tert-butyl 4-(3-(2,6-dioxopiperidin-3-yl)-1-methyl-1H-indol-7-yl)piperidine-1-carboxylate O=C1NC(CCC1C1=CN(C2=C(C=CC=C12)C1CCN(CC1)C(=O)OC(C)(C)C)C)=O